7-Ethoxy-10-ethyl-N-(4-(ethylsulfonyl)benzyl)-phenothiazine-2-carboxamide C(C)OC=1C=C2SC=3C=CC(=CC3N(C2=CC1)CC)C(=O)NCC1=CC=C(C=C1)S(=O)(=O)CC